FC1(CN2C(OC1)=C(C=N2)[S@@](=O)(N)=NC(NC2=C1[C@H](CCC1=CC=1CCCC21)C)=O)F (R)-6,6-difluoro-N'-(((S)-3-methyl-1,2,3,5,6,7-hexahydro-s-indacen-4-yl)carbamoyl)-6,7-dihydro-5H-pyrazolo[5,1-b][1,3]oxazine-3-sulfonimidamide